CC1=NC2=C(N1)C=C(C=C2)C2=C(C(=C(C(=C2F)F)C2=CC=C(C=C2)CN2CCSCC2)F)F 2-Methyl-6-(2,3,5,6-tetrafluoro-4'-(Thiomorpholinomethyl)-[1,1'-biphenyl]-4-yl)-1H-benzo[d]imidazol